benzyl (3R,4R)-3-(dimethylamino)-4-methoxypyrrolidine-1-carboxylate CN([C@@H]1CN(C[C@H]1OC)C(=O)OCC1=CC=CC=C1)C